NC1=C(C=CC(=C1)C(=O)O)C(=O)O.BrC(C(=O)C=1C=C2C=CN(C2=CC1)C(=O)C1CC1)C 2-bromo-1-(1-(cyclopropanecarbonyl)indol-5-yl)propan-1-one 2-amino-1,4-benzenedicarboxylate